ClC=1C=NC=C(C1C(=O)NC(C(=O)O)CCN(CCCCC1=NC=2NCCCC2C=C1)CC(C)OC)F 2-[(3-chloro-5-fluoro-pyridine-4-carbonyl)amino]-4-[[2-methoxypropyl]-[4-(5,6,7,8-tetrahydro-1,8-naphthyridin-2-yl)butyl]amino]butanoic acid